CC1=NC(=CC(=C1)C=1NC2=CC=C(C=C2C1C(C)C)C=1C=NC(=CC1)N1CCCC1)C 2-(2,6-dimethylpyridin-4-yl)-3-isopropyl-5-(6-(pyrrolidin-1-yl)pyridin-3-yl)-1H-indole